ClC=1N=C(C2=C(N1)C(=CS2)[C@H]2[C@@H]([C@@H]([C@H](O2)COCP(O)(O)=O)O)O)NC2CCCC2 [(2R,3S,4R,5S)-5-[2-chloro-4-(cyclopentyl-amino)thieno[3,2-d]-pyrimidin-7-yl]-3,4-dihydroxy-tetrahydro-furan-2-yl]methoxy-methylphosphonic acid